C(C)(C)(C)C1=CC=C(C=N1)C(=C(C#N)C(COC)=O)O 2-((6-(tert-butyl)pyridin-3-yl)(hydroxy)methylene)-4-methoxy-3-oxobutanenitrile